BrC1=CC=C(S1)CN1CC2=CC=CC=C2CC1 2-((5-Bromo-thiophen-2-yl)methyl)-1,2,3,4-tetrahydroisoquinoline